N1=CC(=CC=C1)\C=C/C(=O)OCC Ethyl (2Z)-3-(3-pyridinyl)-2-propenoate